FC(C)(F)[C@@H]1C[C@@H](CC1)N1C(C(=CC=C1)NC(C1=C(C=C(C=C1)NS(=O)(=O)CCO)N1CCC2(CC2)CC1)=O)=O N-(1-((1R,3S)-3-(1,1-difluoroethyl)cyclopentyl)-2-oxo-1,2-dihydropyridin-3-yl)-4-((2-hydroxyethyl)sulfonamido)-2-(6-azaspiro[2.5]octan-6-yl)benzamide